tert-Butyl-((2S,3S)-3-(benzyloxy)-1-hydroxybutan-2-yl)carbamate C(C)(C)(C)OC(N[C@@H](CO)[C@H](C)OCC1=CC=CC=C1)=O